6-oxo-5-(phenethylamino)-1,6-dihydropyrazin O=C1C(=NC=CN1)NCCC1=CC=CC=C1